CN(C1CCC(CC1)NC1CCC=2NC3=C(C=C(C(=C3C2C1)C1=C(C=CC=C1)C(F)(F)F)F)C(=O)N)C 3-((4-(dimethylamino)cyclohexyl)amino)-6-fluoro-5-(2-(trifluoromethyl)phenyl)-2,3,4,9-tetrahydro-1H-carbazole-8-carboxamide